ethyl 5-methyl-4-[7-methyl-1-(2-trimethylsilylethoxymethyl)indazol-5-yl]sulfanyl-1H-pyrrole-2-carboxylate CC1=C(C=C(N1)C(=O)OCC)SC=1C=C2C=NN(C2=C(C1)C)COCC[Si](C)(C)C